NC=1C=C(C=CC1OC1=C(C(=C(C(=C1F)F)C=C)F)F)C(C(F)(F)F)(C(F)(F)F)C1=CC(=C(C=C1)OC1=C(C(=C(C(=C1F)F)C=C)F)F)N 2,2-bis[3-amino-4-(2,3,5,6-tetrafluoro-4-vinylphenoxy)phenyl]hexafluoropropane